2-chloro-3-((5-iodopyrimidine-2-yl)mercapto)aniline ClC1=C(N)C=CC=C1SC1=NC=C(C=N1)I